monomethyl terephthalate C(C1=CC=C(C(=O)[O-])C=C1)(=O)OC